2-(imidazo[2,1-b]thiazol-6-yl)-N-[4-(2-methyl-1H-indol-3-yl)oxazol-2-yl]acetamide S1C=2N(C=C1)C=C(N2)CC(=O)NC=2OC=C(N2)C2=C(NC1=CC=CC=C21)C